Cl.NCCCCC1=C(C=CC(=C1)F)N1CN(C(C2=CC(=CC=C12)C(F)(F)F)=O)C=1C(=NC(=CC1)OC)Br (2-(4-aminobutyl)-4-fluorophenyl)-3-(2-bromo-6-methoxypyridin-3-yl)-6-(trifluoromethyl)-2,3-dihydroquinazolin-4(1H)-one, hydrochloride